FC=1C=2CCCC2C(=C2CCCC12)NC(=O)N=S(=O)(N)C=1C=NN2C1OC[C@H](C2)N2CC(C2)OC (6S)-N'-((8-fluoro-1,2,3,5,6,7-hexahydro-s-indacen-4-yl)carbamoyl)-6-(3-methoxyazetidin-1-yl)-6,7-dihydro-5H-pyrazolo[5,1-b][1,3]oxazine-3-sulfonimidamide